FC1=C(C(=CC(=C1)N1CCC2(CCC(CO2)CO)CC1)F)C1C(NC(CC1)=O)=O 3-(2,6-difluoro-4-(3-(hydroxymethyl)-1-oxa-9-azaspiro[5.5]undecan-9-yl)phenyl)piperidine-2,6-dione